NCC#CCN(C(CC1=C(C=C(C=C1)C(F)(F)F)C(F)(F)F)=O)C1=CC=C(C=C1)F N-(4-aminobut-2-yn-1-yl)-2-(2,4-bis(trifluoromethyl)phenyl)-N-(4-fluorophenyl)acetamide